1-((3S,4R)-3-fluoro-1-(3-(oxetan-3-yloxy)-1H-pyrazolo[3,4-b]pyridin-5-yl)piperidin-4-yl)-1-methyl-3-(1-methyl-2-oxo-5-(trifluoromethyl)-1,2-dihydropyridin-3-yl)urea F[C@H]1CN(CC[C@H]1N(C(=O)NC=1C(N(C=C(C1)C(F)(F)F)C)=O)C)C=1C=C2C(=NC1)NN=C2OC2COC2